3,5-dimethyl-1,2-phenylene bis(diphenylcarbamate) C1(=CC=CC=C1)N(C(OC1=C(C(=CC(=C1)C)C)OC(N(C1=CC=CC=C1)C1=CC=CC=C1)=O)=O)C1=CC=CC=C1